N-[4-fluoro-5-(2-morpholin-4-ylpyrimidin-5-yl)-2-[rac-(3R,4R)-3-(dimethylamino)-4-fluoropyrrolidin-1-yl]phenyl]-1-methyl-6-oxo-4-(trifluoromethyl)pyridine-3-carboxamide FC1=CC(=C(C=C1C=1C=NC(=NC1)N1CCOCC1)NC(=O)C1=CN(C(C=C1C(F)(F)F)=O)C)N1C[C@H]([C@@H](C1)F)N(C)C |r|